CN1C2=C(OC[C@@H](C1=O)NC(C1=NC=CC(=C1)OC1=CC=CC=C1)=O)C=CC(=C2)C#CCN2CCCC2 (S)-N-(5-methyl-4-oxo-7-(3-(pyrrolidin-1-yl)prop-1-yn-1-yl)-2,3,4,5-tetrahydrobenzo[b][1,4]oxazepin-3-yl)-4-phenoxypicolinamide